2-((5-benzyl-4-methylthiazol-2-yl)amino)-2-oxoethyl dimethylsulfamate CN(S(OCC(=O)NC=1SC(=C(N1)C)CC1=CC=CC=C1)(=O)=O)C